C(CCCCCCCCCCCCC)(=O)OC[C@@H]([C@@H]1C(=C(C(=O)O1)O)O)O 6-O-tetradecanoyl-ascorbic acid